NC1=CC=C(C=C1)C=CC=CC1=CC=C(C=C1)N 4-[4-(4-aminophenyl)butane-1,3-dienyl]phenylamine